N-(5-chloro-6-(2H-1,2,3-triazol-2-yl)pyridin-3-yl)-2,9-dimethyl-9-(trifluoromethyl)-8,9-dihydro-7H-imidazo[1,2-B]pyrrolo[3,2-d]pyridazine-7-carboxamide ClC=1C=C(C=NC1N1N=CC=N1)NC(=O)N1CC(C=2C=3N(N=CC21)C=C(N3)C)(C(F)(F)F)C